3-O-(R-3-hydroxymyristoyl)-N-acetylglucosamine O[C@@H](CC(=O)O[C@@H]1[C@H](C(O)O[C@@H]([C@H]1O)CO)NC(C)=O)CCCCCCCCCCC